Cyclopentylacrylat C1(CCCC1)OC(C=C)=O